2-(3-bromo-2-methylphenyl)-4,4,5,5-tetramethyl-1,3,2-dioxaborolan BrC=1C(=C(C=CC1)B1OC(C(O1)(C)C)(C)C)C